[Cl-].[V+5].[Cl-].[Cl-].[Cl-].[Cl-] Vanadium (V) chloride